5-(4-fluorophenyl)-4-methylpyridin-2(1H)-one FC1=CC=C(C=C1)C=1C(=CC(NC1)=O)C